N-(3-((tert-butyldimethylsilyl)oxy)-2,6-dimethylphenyl)-4-methoxy-2-((1-methyl-1H-pyrazol-4-yl)amino)pyrimidine-5-carboxamide [Si](C)(C)(C(C)(C)C)OC=1C(=C(C(=CC1)C)NC(=O)C=1C(=NC(=NC1)NC=1C=NN(C1)C)OC)C